1,4-bis(2-hydroxyethoxy)cyclohexane OCCOC1CCC(CC1)OCCO